COC=1C=C2CCN(CC2=CC1NC1=NC=C(C(=N1)NC1C[C@H]2CC[C@@H](C1)N2C)C(=O)N)C 2-[(6-methoxy-2-methyl-1,2,3,4-tetrahydroisoquinolin-7-yl)amino]-4-{[(1R,3r,5S)-8-methyl-8-azabicyclo[3.2.1]octan-3-yl]amino}pyrimidine-5-carboxamide